2-([(5-ACETYL-2-ETHOXYPHENYL)METHYL]AMINO)PROPANOIC ACID C(C)(=O)C=1C=CC(=C(C1)CNC(C(=O)O)C)OCC